N[C@H]1[C@@H](CN(CC1)C1=C(C=NC2=CC=C(C=C12)C1=C(C(=CC=C1)C#N)O)C1=CC(=CC(=C1)F)F)C#N trans-4-Amino-1-[6-(3-cyano-2-hydroxyphenyl)-3-(3,5-difluorophenyl)chinolin-4-yl]piperidin-3-carbonitril